[Cl-].C(C1=CC=CC=C1)[P+](C1=CC=CC=C1)(C1=CC=CC=C1)N(CC)CC benzyl-(diethylamino)diphenylphosphonium chloride